6-[(4-{[(1S)-2-hydroxy-1-phenylethyl]amino}-5-[3-(pyridin-4-yl)-1,2,4-oxadiazol-5-yl]pyridin-2-yl)amino]-1-methyl-2H-pyrazolo[3,4-b]pyridin-3-one OC[C@H](C1=CC=CC=C1)NC1=CC(=NC=C1C1=NC(=NO1)C1=CC=NC=C1)NC1=CC=C2C(=N1)N(NC2=O)C